5-chloro-N4-(1-(methylsulfonyl)indolin-7-yl)-N2-(4-(4-(piperazin-1-yl)piperidin-1-yl)-2,3-dihydrobenzofuran-7-yl)pyrimidine-2,4-diamine hydrochloride Cl.ClC=1C(=NC(=NC1)NC1=CC=C(C=2CCOC21)N2CCC(CC2)N2CCNCC2)NC=2C=CC=C1CCN(C21)S(=O)(=O)C